3-(3-bromophenyl)tetrahydrofuran-3-ol BrC=1C=C(C=CC1)C1(COCC1)O